2-((3-(((R)-2,2-dimethyloxetan-3-yl)oxy)-1-(methyl-d3)-1H-pyrazol-4-yl)amino)-7-((3R,4R)-4-methyltetrahydrofuran-3-yl)-7H-pyrrolo[2,3-d]pyrimidine-6-carbonitrile CC1(OC[C@H]1OC1=NN(C=C1NC=1N=CC2=C(N1)N(C(=C2)C#N)[C@H]2COC[C@@H]2C)C([2H])([2H])[2H])C